3-(5-[[1-([2,6-dimethoxy-4-[2-methyl-6-(morpholin-4-yl)-1-oxo-2,7-naphthyridin-4-yl]phenyl]methyl)azetidin-3-yl]oxy]-1-oxo-3H-isoindol-2-yl)piperidine-2,6-dione COC1=C(C(=CC(=C1)C1=CN(C(C2=CN=C(C=C12)N1CCOCC1)=O)C)OC)CN1CC(C1)OC=1C=C2CN(C(C2=CC1)=O)C1C(NC(CC1)=O)=O